2-(chloromethyl)-2-(cyclopropylmethyl)-3,3-difluoro-propionic acid tert-butyl ester C(C)(C)(C)OC(C(C(F)F)(CC1CC1)CCl)=O